ClC1=CC(=C(C=C1)C1=NN=C(N1C)C1=C(C=C(C=C1)Cl)OC(F)F)OC(F)F 3,5-bis(4-chloro-2-(difluoromethoxy)phenyl)-4-methyl-4H-1,2,4-triazole